4-((7-((R)-3-(4-amino-3-(4-phenoxyphenyl)-1H-pyrazolo[3,4-d]pyrimidin-1-yl)piperidine-1-yl)-7-oxoheptyl)thio)-2-(2,6-dioxopiperidin-3-yl)-5-fluoroisoindoline-1,3-dione NC1=C2C(=NC=N1)N(N=C2C2=CC=C(C=C2)OC2=CC=CC=C2)[C@H]2CN(CCC2)C(CCCCCCSC2=C1C(N(C(C1=CC=C2F)=O)C2C(NC(CC2)=O)=O)=O)=O